C1(CC1)[C@]1(C(N(C[C@H]1C)C1=NC(=CC=2N1C=CN2)C=2C=NN(C2)C)=O)C#N (3R,4S)-3-cyclopropyl-4-methyl-1-(7-(1-methyl-1H-pyrazol-4-yl)imidazo[1,2-c]pyrimidin-5-yl)-2-oxopyrrolidine-3-carbonitrile